N=S(=O)CN1CC=2C(CC1)=NN(C2)C2=CC=NC1=CC(=CC=C21)OC imino[2-(7-methoxyquinolin-4-yl)-2H,4H,5H,6H,7H-pyrazolo[4,3-c]pyridin-5-yl]methyl-λ6-sulfanone